1-(trans-4-((4-(4-chloro-1H-pyrazol-3-yl)-5-cyanopyrimidin-2-yl)amino)cyclohexyl)-3-(2,2-difluoroethyl)-1-(5-(2-methoxypyrimidin-5-yl)pyridin-2-yl)urea ClC=1C(=NNC1)C1=NC(=NC=C1C#N)N[C@@H]1CC[C@H](CC1)N(C(=O)NCC(F)F)C1=NC=C(C=C1)C=1C=NC(=NC1)OC